COC=1C=C(CN2C(=CC=C2)C2=NC(=NC(=C2)C(F)(F)F)S(=O)(=O)C)C=CC1OC (1-(3,4-dimethoxybenzyl)-1H-pyrrol-2-yl)-2-(methylsulfonyl)-6-(trifluoromethyl)pyrimidine